OC1=CC2=C(C(/C(/O2)=C/C2=CN(C3=CC=CC=C23)C)=O)C=C1 (Z)-6-hydroxy-2-(1-methyl-1H-indol-3-ylmethylene)benzofuran-3(2H)-one